FC1(CC(C1)CC1=CC(=C(C=O)C(=C1)F)F)F 4-((3,3-difluorocyclobutyl)methyl)-2,6-difluorobenzaldehyde